7'-(4-(4,6-diphenyl-1,3,5-triazin-2-yl)phenyl)spiro[fluorene-9,5'-indeno[1,2-b]pyridine] C1(=CC=CC=C1)C1=NC(=NC(=N1)C1=CC=CC=C1)C1=CC=C(C=C1)C=1C=C2C3(C=4C(=NC=CC4)C2=CC1)C1=CC=CC=C1C=1C=CC=CC13